3-methyl-7-(trifluoromethyl)quinolone CC=1C(NC2=CC(=CC=C2C1)C(F)(F)F)=O